C(#N)C=1N=C(N(C1)COCC[Si](C)(C)C)C(=O)NC=1C=CC(=NC1C1=CCC(CC1)(C)C)N1CC2COCC(C1)N2C(=O)OC(C)(C)C tert-butyl 7-[5-[[4-cyano-1-(2-trimethylsilylethoxymethyl)imidazole-2-carbonyl]amino]-6-(4,4-dimethylcyclohexen-1-yl)-2-pyridyl]-3-oxa-7,9-diaza-bicyclo[3.3.1]nonane-9-carboxylate